C12(CC(C1)C2)NS(=O)(=O)C=2C=C1C(NC(N(C1=CC2)CC2CC2)=O)=O N-(bicyclo[1.1.1]pentan-1-yl)-1-(cyclopropylmethyl)-2,4-dioxo-1,2,3,4-tetrahydroquinazoline-6-sulfonamide